(3S,4S)-4-{[5-(2,4-Difluoro-phenyl)-isoxazole-3-carbonyl]-amino}-1-isopropyl-piperidine-3-carboxylic acid (1-pyrimidin-2-yl-cyclopropyl)-amide N1=C(N=CC=C1)C1(CC1)NC(=O)[C@H]1CN(CC[C@@H]1NC(=O)C1=NOC(=C1)C1=C(C=C(C=C1)F)F)C(C)C